N,N'-(3-methyl-1,2-phenylene)diacetamide CC=1C(=C(C=CC1)NC(C)=O)NC(C)=O